O1NOC2=C1C=CC(=C2)C(C)N 1-(benzo[D][1,3]dioxazol-5-yl)ethylamine